[(8aS)-10-(tert-butoxycarbonyl)-6-chloro-8,8a,9,10,11,12-hexahydropyrazino-[2',1':3,4][1,4]oxazepino[5,6,7-de]quinazolin-5-yl]boronic acid C(C)(C)(C)OC(=O)N1C[C@H]2COC=3C4=C(N=CN=C4C=C(C3Cl)B(O)O)N2CC1